pentaerythritol fluorostearate FC(C(=O)OCC(CO)(CO)CO)CCCCCCCCCCCCCCCC